2-(2,6-dichlorobenzamido)-3-(4-((3-(pyridin-2-ylamino)propoxy)methyl)phenyl)propanoic acid ClC1=C(C(=O)NC(C(=O)O)CC2=CC=C(C=C2)COCCCNC2=NC=CC=C2)C(=CC=C1)Cl